(5-bromo-7-chloro-2,3-dihydrobenzofuran-4-yl)methanol 1-aminocyclopropane-1-carboxylate NC1(CC1)C(=O)OCC1=C(C=C(C2=C1CCO2)Cl)Br